1-(6-(trifluoromethoxy)pyridin-3-yl)ethan-1-ol FC(OC1=CC=C(C=N1)C(C)O)(F)F